CN(C(C=C)=O)C1=CC=C(C=C1)C(=O)N1C[C@@H](CC1)NC1=NC2=CC=CC=C2C=N1 (R)-N-methyl-N-(4-(3-(quinazolin-2-ylamino)pyrrolidine-1-carbonyl)phenyl)acrylamide